CC1=NC(=NO1)C1=CC=C(C=C1)C(C)NC1=NC=CN=C1 N-(1-(4-(5-methyl-1,2,4-oxadiazol-3-yl)phenyl)ethyl)pyrazin-2-amine